ClC1=C(C(=O)NC=2C=CC=C3C=CC=NC23)C=CC(=C1)F 2-chloro-4-fluoro-N-(quinolin-8-yl)benzamide